CN1CCCC1C2=CN=CC=C2 (R,S)-nicotine